FC(S(=O)(=O)[O-])(F)F.CN1C=C(C2=CC=CC=C12)C(C1=CC=CC=C1)[P+](C1=CC=CC=C1)(C1=CC=CC=C1)C1=CC=CC=C1 ((1-methyl-1H-indol-3-yl)(phenyl)methyl)triphenylphosphonium trifluoromethanesulfonate